ClC1=NC(=CC(=C1)CNCC1OC(CC1)C)Cl 1-(2,6-Dichloropyridin-4-yl)-N-((5-methyltetrahydrofuran-2-yl)methyl)-methanamine